C1(CC1)C1=CC=C(C=N1)[C@@H](C)N1C(C=2N([C@@H](C1)C(=O)NC)N=C1C2CN([C@@H](C1)C)C(C1=CC(=C(C=C1)Cl)Cl)=O)=O |o1:9| (3R,7S)-9-((R*)-1-(6-Cyclopropylpyridin-3-yl)ethyl)-2-(3,4-dichlorobenzoyl)-N,3-dimethyl-10-oxo-1,2,3,4,7,8,9,10-octahydropyrido[4',3':3,4]pyrazolo[1,5-a]pyrazine-7-carboxamide